(2S,4R)-4-(methoxymethyl)pyrrolidine-1,2-dicarboxylic acid 2-benzyl ester 1-(tert-butyl) ester C(C)(C)(C)OC(=O)N1[C@@H](C[C@H](C1)COC)C(=O)OCC1=CC=CC=C1